BrC1=CN=C(C=C1C(=O)OCC)/N=C/N(C)C ethyl (E)-5-bromo-2-(((dimethylamino)methylene)amino)isonicotinate